NC1=NC=NC=2N(C3=CC=C(C=C3C21)C(NC)=O)CC(=O)O 2-(4-amino-6-(methylcarbamoyl)-9H-pyrimido[4,5-b]indol-9-yl)acetic acid